FC1=C(C(=CC=C1)F)C1=NC=2C(=NNC2C=2C=C(N=CC2N1)N1CCOCC1)C([2H])([2H])[2H] 4-[8-(2,6-difluorophenyl)-5-(trideuteriomethyl)-3,4,7,9,12-pentazatricyclo[8.4.0.02,6]tetradeca-1(10),2(6),4,7,11,13-hexaen-13-yl]morpholine